FC1(CN(CC[C@H]1NC1=NN2C(C(=N1)OC)=C(C(=C2)F)C=2C=CC1=C(N(N=N1)[C@@H](CF)C)C2)C(C([2H])([2H])[2H])=O)F 1-((R)-3,3-difluoro-4-((6-fluoro-5-(1-((R)-1-fluoropropan-2-yl)-1H-benzo[d][1,2,3]triazol-6-yl)-4-methoxypyrrolo[2,1-f][1,2,4]triazin-2-yl)amino)piperidin-1-yl)ethan-1-one-2,2,2-d3